FC(C=1C=CC(=NC1)CC1=NC=2C(CCCC2C=C1)N)(F)F ((5-(trifluoromethyl)pyridin-2-yl)methyl)-5,6,7,8-tetrahydroquinolin-8-amine